(R)-6-(3-(cyclopropyl(methyl)amino)-2-(4-((4-((3-methoxyazetidin-1-yl)methyl)phenyl)ethynyl)phenyl)propyl)-5-hydroxypyrimidin-4(3H)-one C1(CC1)N(C[C@H](CC1=C(C(NC=N1)=O)O)C1=CC=C(C=C1)C#CC1=CC=C(C=C1)CN1CC(C1)OC)C